BrC=1C=CC(=NC1)N1CCCCC1 5-Bromo-2-(piperidin-1-yl)pyridine